2-(((2S,4S)-4-((2-((2,4-difluorophenoxy)methyl)pyrimidin-4-yl)oxy)-2-methylpiperidin-1-yl)methyl)-1-(((S)-1,1-dioxidothietan-2-yl)methyl)-1H-benzo[d]imidazole-6-carboxylic acid FC1=C(OCC2=NC=CC(=N2)O[C@@H]2C[C@@H](N(CC2)CC2=NC3=C(N2C[C@H]2S(CC2)(=O)=O)C=C(C=C3)C(=O)O)C)C=CC(=C1)F